4-chloro-2-cyclobutoxy-5-(isothiazol-5-yl)aniline ClC1=CC(=C(N)C=C1C1=CC=NS1)OC1CCC1